C(C)OC(=O)C1=C(C=2N(N=C1)C(=C(N2)C)CC(C)C)C(C)C 3-isobutyl-8-isopropyl-2-methylimidazo[1,2-b]Pyridazine-7-carboxylic acid ethyl ester